C(CCCCCCCCCCC)N1C(CCCCC1)=O 1-dodecylazacycloheptane-2-one